CC(C=O)CC1=CC=C(C=C1)C(C)C 2-methyl-3-(4-propan-2-ylphenyl)propanal